2-(4-nitro-phenyl)-3H-benzoimidazole-5-carboxylic acid methyl ester COC(=O)C1=CC2=C(N=C(N2)C2=CC=C(C=C2)[N+](=O)[O-])C=C1